COC=1C(=NC=CC1)[C@H]1[C@@H](O[C@]([C@H]1C)(C(F)(F)F)C)C(=O)NC1=CC(=NC=C1)C(=O)N 4-((2R,3S,4S,5R)-3-(3-methoxypyridin-2-yl)-4,5-dimethyl-5-(trifluoromethyl)tetrahydrofuran-2-carboxamido)picolinamide